[K].C1(O)=CC(O)=CC=C1 resorcinol potassium salt